FC1=C(C=CC=C1OC)C1=C(N(C(N(C1=O)C[C@@H](C1=CC=CC=C1)NCCCC(=O)[O-])=O)CC1=C(C=CC=C1C(F)(F)F)F)C.[Na+] sodium 4-((R)-2-[5-(2-fluoro-3-methoxy-phenyl)-3-(2-fluoro-6-trifluoromethyl-benzyl)-4-methyl-2,6-dioxo-3,6-dihydro-2H-pyrimidin-1-yl]-1-phenyl-ethylamino)butanoate